N-(4-amino-1H-pyrazolo[4,3-c]pyridin-7-yl)-N'-benzyl-N'-(3-pyridylmethyl)oxamide NC1=NC=C(C2=C1C=NN2)NC(=O)C(=O)N(CC=2C=NC=CC2)CC2=CC=CC=C2